FC=1C(=CC2=C(OCC=3N2C=NC3)C1)C(=O)NC1=NC(=CC=C1)C1=NN=CN1C(CO)C 7-fluoro-N-(6-(4-(1-hydroxypropan-2-yl)-4H-1,2,4-triazol-3-yl)pyridin-2-yl)-4H-benzo[b]imidazo[1,5-d][1,4]oxazine-8-carboxamide